2-iodo-N-(4-phenoxyphenyl)benzamide IC1=C(C(=O)NC2=CC=C(C=C2)OC2=CC=CC=C2)C=CC=C1